1-(1H-benzo[d]imidazol-5-yl)-4-(2,6-difluoro-4-(2-methylthiazol-4-yl)phenyl)-3-methylazetidin-2-one N1C=NC2=C1C=CC(=C2)N2C(C(C2C2=C(C=C(C=C2F)C=2N=C(SC2)C)F)C)=O